C(C)OCCOCCOCC(=O)N1C[C@H](CCC1)N1C=CC2=C1N=C(N=C2)C2=CNC1=NC=C(C=C12)F (S)-2-(2-(2-ethoxyethoxy)ethoxy)-1-(3-(2-(5-fluoro-1H-pyrrolo[2,3-b]pyridin-3-yl)-7H-pyrrolo[2,3-d]pyrimidin-7-yl)piperidin-1-yl)ethan-1-one